[2-[9-Bromo-7-chloro-6-fluoro-5-(2-trimethylsilylethoxymethyl)-3,4-dihydro-1H-pyrido[4,3-b]indol-2-yl]-2-oxo-ethyl] acetate C(C)(=O)OCC(=O)N1CC2=C(N(C=3C(=C(C=C(C23)Br)Cl)F)COCC[Si](C)(C)C)CC1